BrC=1C=C(C=CC1)CC=1C(=CNC1)S(=O)(=O)NC1=C(C=C(C(=C1)F)C#N)F 4-[(3-bromophenyl)methyl]-N-(4-cyano-2,5-difluorophenyl)-1H-pyrrole-3-sulfonamide